CC1(O)CC=C(O)C=C1 1-methylquinol